3-acetyl-7-((4-(1-methyl-1H-indol-7-yl)pyrimidin-2-yl)amino)-4-morpholino-2H-benzopyran-2-one C(C)(=O)C=1C(OC2=C(C1N1CCOCC1)C=CC(=C2)NC2=NC=CC(=N2)C=2C=CC=C1C=CN(C21)C)=O